COC=1C=C2C(OC(C2=CC1)CCC(=O)O)=O 3-(5-Methoxy-3-oxo-1,3-dihydroisobenzofuran-1-yl)propanoic acid